ClC1=C(C=CC=C1)[C@@H]([C@@H](C)C=1N(C(C(=C(N1)C(=O)NC=1C=NOC1)O)=O)C)C=1OC(=NN1)C 2-((1r,2r)-1-(2-chlorophenyl)-1-(5-methyl-1,3,4-oxadiazol-2-yl)propan-2-yl)-5-hydroxy-N-(isoxazol-4-yl)-1-methyl-6-oxo-1,6-dihydropyrimidine-4-carboxamide